N1(C=NC=C1)C(=O)N1CCC2(N(C(CS2)=O)CC=2OC(=CC2)C2=CC=CC3=CC=CC=C23)CC1 8-(1H-imidazole-1-carbonyl)-4-((5-(naphthalen-1-yl)furan-2-yl)methyl)-1-thia-4,8-diazaspiro[4.5]decan-3-one